Diethyl (4-(2-((2-amino-4-cyanophenyl)amino)ethyl)phenyl)phosphonate NC1=C(C=CC(=C1)C#N)NCCC1=CC=C(C=C1)P(OCC)(OCC)=O